C1CC12COC(OC2)CN2N=NC(=C2)N(C)CC2=C(C=CC(=C2)C#CC2CC2)C 1-((5,7-dioxaspiro[2.5]octan-6-yl)methyl)-N-(5-(cyclopropylethynyl)-2-methylbenzyl)-N-methyl-1H-1,2,3-triazol-4-amine